Cl.C(C)(C)N1N=NC=2C=CC=3C=NC(=NC3C21)NC2=NC=C(C=C2)N2CCOCC2 1-Isopropyl-N-(5-morpholinopyridin-2-yl)-1H-[1,2,3]triazolo[4,5-h]quinazolin-8-amine hydrochloride